O[C@@]1([C@@H](CC[C@H](C1)C)C(C)C)C(=O)NC[C@@H](C=1C=C(C=CC1)C)O (1S,2S,5R)-1-hydroxy-N-((2R)-hydroxy-2-(m-tolyl)ethyl)-2-isopropyl-5-methylcyclohexane-1-carboxamide